NCCNC(C1=CC=C(C=C1)N=[N+]=[N-])=O N-(2-aminoethyl)-4-azidobenzamide